1-bromomethyl-2,2-difluorocyclopropane BrCC1C(C1)(F)F